N-(pyrimidin-2-yl)-2-((2R,3S,4S,5S,6R)-3,4,5-trihydroxy-6-methoxytetrahydro-2H-pyran-2-yl)ethane-1-sulfonamide N1=C(N=CC=C1)NS(=O)(=O)CC[C@H]1O[C@H]([C@H]([C@H]([C@@H]1O)O)O)OC